3-[(2-chloro-6-fluorobenzyl)sulfanyl]-5-ethyl-[1,2,4]triazolo[4,3-a]pyrimidin-7(8H)-one ClC1=C(CSC2=NN=C3N2C(=CC(N3)=O)CC)C(=CC=C1)F